ClC1=C(N=C(NC1=O)C1=CC(=NC=C1)F)N1C[C@@H](NCC1)C(C)(F)F 5-chloro-4-[(3R)-3-(1,1-difluoroethyl)piperazin-1-yl]-2-(2-fluoro-4-pyridinyl)-1H-pyrimidin-6-one